[7-(4-chlorophenyl)-8-(3-chloropyridin-2-yl)-3-[[(2,2-dimethylpropanoyl)oxy]methyl]-2,6-dioxopurin-1-yl]methyl 2,2-dimethylpropanoate CC(C(=O)OCN1C(N(C=2N=C(N(C2C1=O)C1=CC=C(C=C1)Cl)C1=NC=CC=C1Cl)COC(C(C)(C)C)=O)=O)(C)C